2-methylpropan-2-yl (4R,5R)-4-ethynyl-2,2,5-trimethyl-1,3-oxazolidine-3-carboxylate C(#C)[C@H]1N(C(O[C@@H]1C)(C)C)C(=O)OC(C)(C)C